6-fluoro-5-(4-((5-fluoro-3-oxo-2-(trifluoromethyl)-4H-quinoxalin-6-yl)methyl)piperazin-1-yl)-N-(methyl-d3)pyridine-2-carboxamide oxygen [O].FC1=C(C=CC(=N1)C(=O)NC([2H])([2H])[2H])N1CCN(CC1)CC=1C(=C2NC(C(=NC2=CC1)C(F)(F)F)=O)F